OC1CC2(C(N(C3=C2C=NC=C3)CC(=O)OC(C)(C)C)=O)C1 tert-butyl 2-((1s,3s)-3-hydroxy-2'-oxospiro[cyclobutane-1,3'-pyrrolo[3,2-c]pyridin]-1'(2'H)-yl)acetate